Dihydronaphthol C1(CC=CC2=CC=CC=C12)O